(1R,4S)-8-(((trifluoromethyl) sulfonyl) oxy)-1,2,3,4-tetrahydro-1,4-methano-naphthalen-5-yl acetate C(C)(=O)OC1=C2[C@H]3CC[C@@H](C2=C(C=C1)OS(=O)(=O)C(F)(F)F)C3